2-((2-(triethoxysilyl)ethyl)thio)ethane-1-amine C(C)O[Si](CCSCCN)(OCC)OCC